COC(C1=C(C=CC(=C1)Cl)SCC1=CC=CC=C1)=O (benzylsulfanyl)-5-chlorobenzoic acid methyl ester